C1=CC=CC=2C3=CC=CC=C3C(C12)COC(=O)N[C@@H](CCC(NCCOCCOCCOCCOCCOCCOC)=O)C(=O)OC1=C(C(=CC(=C1F)F)F)F 2,3,5,6-tetrafluorophenyl (S)-24-((((9H-fluoren-9-yl)methoxy)carbonyl)amino)-21-oxo-2,5,8,11,14,17-hexaoxa-20-azapentacosan-25-oate